2-amino-3,5-dibromobenzyl alcohol NC1=C(CO)C=C(C=C1Br)Br